(E)-hex-2-enal C(\C=C\CCC)=O